C1(=CC=CC=C1)C1(CCCCCCCCCCCCCCC)C(=O)OC1=O phenylhexadecanedicarboxylic anhydride